OCN1C=C(C2=CC=CC=C12)C(=O)C=1SC=C(N1)C1C(OCC1)=O 3-{2-[1-(hydroxymethyl)-indole-3-carbonyl]thiazol-4-yl}tetrahydrofuran-2-one